tert-Butyl 6-bromo-4-methylene-3,4-dihydro-1,8-naphthyridine-1(2H)-carboxylate BrC=1C=C2C(CCN(C2=NC1)C(=O)OC(C)(C)C)=C